[Zn].[Ca].[Na] Sodium calcium zinc